methyl ((4-aminophenyl)sulfonyl)-L-prolinate NC1=CC=C(C=C1)S(=O)(=O)N1[C@@H](CCC1)C(=O)OC